FC1=C(C=CC(=C1C)OC1=CC2=C(N(C=N2)C)C=C1)NC=1C2=C(N=CN1)C=C(C(=N2)OC2CCN(CC2)C(=O)OC(C)(C)C)OC tert-butyl 4-((4-((2-fluoro-3-methyl-4-((1-methyl-1H-benzo[d]imidazol-5-yl)oxy)phenyl)amino)-7-methoxypyrido[3,2-d]pyrimidin-6-yl)oxy)piperidine-1-carboxylate